C(C1=CC=CC=C1)(=O)OC[C@H]1O[C@]([C@@H]([C@@H]1OC(C1=CC=CC=C1)=O)O)(N1C(NC(C=C1)=O)=O)C#N ((2R,3S,4R,5R)-3-(Benzoyloxy)-5-cyano-5-(2,4-dioxo-3,4-dihydropyrimidin-1(2H)-yl)-4-hydroxytetrahydrofuran-2-yl)methyl benzoate